2-Acetyl-7-hydroxybenzo-furan C(C)(=O)C=1OC2=C(C1)C=CC=C2O